2-Propanyl 4-{(3S,5aR,6R,7R,8aS)-6-[(1E,3R)-4-(2-chlorophenoxy)-3-hydroxy-1-buten-1-yl]-7-hydroxyoctahydro-2H-cyclopenta[b]oxepin-3-yl}butanoate ClC1=C(OC[C@@H](/C=C/[C@H]2[C@@H](C[C@@H]3OC[C@H](CC[C@@H]32)CCCC(=O)OC(C)C)O)O)C=CC=C1